tert-butyl ({2-cyclopropyl-6-[(3-{3-[(4-methyl-4H-1,2,4-triazol-3-yl)methyl]oxetan-3-yl}phenyl)carbamoyl]pyridin-3-yl}methyl)carbamate C1(CC1)C1=NC(=CC=C1CNC(OC(C)(C)C)=O)C(NC1=CC(=CC=C1)C1(COC1)CC1=NN=CN1C)=O